CN1[C@@H](CCC1)COC1=NC=CC(=N1)C(=O)O 2-(((S)-1-methylpyrrolidin-2-yl)methoxy)pyrimidine-4-carboxylic acid